N=1C=C(N2N=CC=CC21)NC(=O)C2=CC1=CNN=C1C=C2OC N-(imidazo[1,2-b]Pyridazin-3-yl)6-methoxy-2H-indazole-5-carboxamide